ClC1=CC=C(C=C1)N1C(=C(C=C1C)C(CC1N(CCCC1)C)=O)C 1-(1-(4-Chlorophenyl)-2,5-dimethyl-1H-pyrrol-3-yl)-2-(1-methyl-piperidin-2-yl)ethanone